ClC=1C=C2C=NN(C2=C(C1)C(=O)NC1CC2(CC(C2)CC(=O)O)C1)CC=1C=NC(=NC1)C1=CC=CC=C1 2-(6-(5-chloro-1-((2-phenylpyrimidin-5-yl)methyl)-1H-indazol-7-carboxamido)spiro[3.3]heptan-2-yl)acetic acid